2-((S)-1-propenoyl-4-((S)-2-methyl-2'-(((S)-1-methylpyrrolidin-2-yl)methoxy)-5',8'-dihydro-6'H-spiro[inden-1,7'-quinazolin]-4'-yl)piperazin-2-yl)acetonitrile C(C=C)(=O)N1[C@H](CN(CC1)C1=NC(=NC=2C[C@@]3(CCC12)C(=CC1=CC=CC=C13)C)OC[C@H]1N(CCC1)C)CC#N